BrC1=C(SC=C1)C(=O)N1CCN(CC1)C1=C(C=CC=C1)N(S(=O)(=O)C=1C=C2C(=C(N(C2=CC1)C)C(=O)[O-])C)CCC1=CC=CC=C1 5-(N-(2-(4-(3-Bromothiophene-2-carbonyl)piperazin-1-yl)phenyl)-N-phenethylsulfamoyl)-1,3-dimethyl-1H-Indole-2-carboxylate